C(C1=CC=CC=C1)OC=1C(=NN(C1C1=NN=CN1CC1=CC=C(C=C1)OC)CC)C 3-[4-(benzyloxy)-1-ethyl-3-methyl-1H-pyrazol-5-yl]-4-[(4-methoxyphenyl)methyl]-4H-1,2,4-triazole